C(C)(C)(C)OC(=O)N1CC(CC1)C#CC1=C(C(=C(C(=C1)OC1CC1)C#N)C1=CC=NN1C)F 3-((4-Cyano-5-cyclopropyloxy-2-fluoro-3-(1-methyl-1H-pyrazol-5-yl)phenyl)ethynyl)pyrrolidine-1-carboxylic acid tert-butyl ester